C(C)N1C(N(CC1)C1CNCCC1)=O 1-ethyl-3-(piperidin-3-yl)imidazolin-2-one